C(C)OC(C(=O)N)CCCCCCCCCC ethoxylauramide